Cl.ClC1=C(C=CC=C1C=1C=NC(=CC1)C1CC1)[C@@]1(CC(N(C(N1)=N)[C@@H]1C[C@@H](S(CC1)(=O)=O)C)=O)C |o1:24,26| (6S)-6-[2-Chloro-3-(6-cyclopropyl-pyridin-3-yl)phenyl]-2-imino-6-methyl-3-[(2S*,4S*)-2-methyl-1,1-dioxothian-4-yl]hexahydro-pyrimidin-4-one hydrochloride